ClC1=C(C=C(C=C1OC)OC)C1=CC2=C(N=C(N=C2)N[C@H]2[C@H](COC2)NC(C=C)=O)C(=N1)NC1CCOCC1 N-((3R,4S)-4-((6-(2-chloro-3,5-dimethoxyphenyl)-8-((tetrahydro-2H-pyran-4-yl)amino)pyrido[3,4-d]pyrimidin-2-yl)amino)tetrahydrofuran-3-yl)acrylamide